FC([C@H]1[C@@H](N(CC1)C(=O)OCC1=CC=CC=C1)C(=O)OC)F 1-benzyl 2-methyl trans-3-(difluoromethyl)pyrrolidine-1,2-dicarboxylate